ClC1=C(C=CC=C1)NC(CN(CC=1NC(C2=C(N1)C=CS2)=O)C)=O N-(2-chlorophenyl)-2-(methyl((4-oxo-3,4-dihydrothieno[3,2-d]pyrimidin-2-yl)methyl)amino)acetamide